NCC(=O)C1=CC=CC(=C1)Br amino-5'-bromoacetophenone